1,4-diazaspiro[5.5]undecane hydrochloride Cl.N1CCNCC12CCCCC2